FC1=C(OC2CCC(CC2)(C(=O)O)C)C=C(C(=C1)OC)C(N[C@@H]1[C@@H](CC1)C(NC1=CC(=C(C=C1)F)S(F)(F)(F)(F)F)=O)=O |o1:22,23| (1R,4s)-4-(2-Fluoro-5-(((1S*,2R*)-2-((4-fluoro-3-(pentafluoro-λ6-sulfaneyl)phenyl)carbamoyl)cyclobutyl)carbamoyl)-4-methoxyphenoxy)-1-methylcyclohexane-1-carboxylic acid